Fmoc-α-aminoisobutyric acid C(=O)(OCC1C2=CC=CC=C2C2=CC=CC=C12)CC(C(=O)O)(C)N